ClCCNC(=O)NC1=CC=CC=C1 1-(2-chloroethyl)-3-phenylurea